6-Fluoro-5-(fluoromethoxy-d2)-4-(4,4,5,5-tetramethyl-1,3,2-dioxaborolan-2-yl)naphthalen-2-amine FC=1C(=C2C(=CC(=CC2=CC1)N)B1OC(C(O1)(C)C)(C)C)OC([2H])([2H])F